C(=O)(O)CN(CC(NCCS)=O)CCN(CCN(CC(NCCS)=O)CC(=O)O)CC(=O)O 7,10,13-tri(carboxymethyl)-5,15-dioxo-4,7,10,13,16-pentaaza-1,19-dithianonadecane